1,4-diazabicyclo[3.2.1]Octane dihydrochloride Cl.Cl.N12CCNC(CC1)C2